C(C)S(=O)(=O)C1=CC=C(CC2=NC3=C(N2)C=C(C(=C3F)C3=C(C=CC=C3)OC(F)(F)F)F)C=C1 2-(4-(ethylsulfonyl)benzyl)-4,6-difluoro-5-(2-(trifluoromethoxy)phenyl)-1H-benzo[d]imidazole